[3-(4-fluoropyrazol-1-yl)phenyl]methanone FC=1C=NN(C1)C=1C=C(C=CC1)C=O